[4-(6-Amino-4-methoxy-pyridazin-3-yl)-piperidin-1-yl]-(4-methoxy-5-phenyl-pyridin-2-yl)-methanon NC1=CC(=C(N=N1)C1CCN(CC1)C(=O)C1=NC=C(C(=C1)OC)C1=CC=CC=C1)OC